BrC1=CC2=C(OC(O2)([2H])[2H])C=C1 5-bromo-2,2-dideuterio-1,3-benzodioxole